methyl 3-((2-amino-4-(butylamino)-6-methylpyrimidin-5-yl) methyl)-4-methoxybenzoate NC1=NC(=C(C(=N1)NCCCC)CC=1C=C(C(=O)OC)C=CC1OC)C